tert-butyl (N-(2-(4-(4-oxo-3,4-dihydrophthalazin-1-yl)phenyl)propanyl)sulfamoyl)carbamate O=C1NN=C(C2=CC=CC=C12)C1=CC=C(C=C1)C(CNS(=O)(=O)NC(OC(C)(C)C)=O)C